benzyl [(8-hydroxy-5-nitroquinolin-7-yl)(4-methoxyphenyl)methyl]carbamate OC=1C(=CC(=C2C=CC=NC12)[N+](=O)[O-])C(C1=CC=C(C=C1)OC)NC(OCC1=CC=CC=C1)=O